4,6-dichloro-5-hydroxy-N-(3-(2-(methylsulfonyl)benzyl)-4-oxo-3,4-dihydroquinazolin-5-yl)picolinamide ClC1=CC(=NC(=C1O)Cl)C(=O)NC1=C2C(N(C=NC2=CC=C1)CC1=C(C=CC=C1)S(=O)(=O)C)=O